(4Z)-2-(1-Adamantylamino)-4-[(3-methylbenzimidazol-5-yl)methylene]-1H-imidazol-5-one C12(CC3CC(CC(C1)C3)C2)NC=2NC(/C(/N2)=C/C2=CC3=C(N=CN3C)C=C2)=O